2'-([2,2'-bipyridyl]-6-yl)-3,5-di-tert-butyl-[1,1'-biphenyl]-2-ol N1=C(C=CC=C1C1=C(C=CC=C1)C=1C(=C(C=C(C1)C(C)(C)C)C(C)(C)C)O)C1=NC=CC=C1